3-Phenyl-acrylic Acid 4-formyl-phenyl Ester C(=O)C1=CC=C(C=C1)OC(C=CC1=CC=CC=C1)=O